6-bromo-4-chloro-7-fluoro-1H-indole BrC1=CC(=C2C=CNC2=C1F)Cl